rac-4-(4-acryloylpiperazin-1-yl)-7-(8-methylnaphthalen-1-yl)-N-(trans-2-morpholinocyclopentyl)-5,6,7,8-tetrahydro-1,7-naphthyridine-2-carboxamide C(C=C)(=O)N1CCN(CC1)C1=CC(=NC=2CN(CCC12)C1=CC=CC2=CC=CC(=C12)C)C(=O)N[C@H]1[C@@H](CCC1)N1CCOCC1 |r|